butyn-1,4-diol C(#CCCO)O